1-(((2-amino-5-bromopyridin-3-yl) amino) methyl)-3-hydroxycyclobutanecarboxylate NC1=NC=C(C=C1NCC1(CC(C1)O)C(=O)[O-])Br